7-[(4-methoxyphenyl)methoxy]-3-[(3-nitrophenyl)methyl]-3,4-dihydro-2H-1,3-benzoxazin-2-one COC1=CC=C(C=C1)COC1=CC2=C(CN(C(O2)=O)CC2=CC(=CC=C2)[N+](=O)[O-])C=C1